N-[2-[(4-methylphenyl)ethynyl]phenyl]-4-methylbenzenesulfonamide CC1=CC=C(C=C1)C#CC1=C(C=CC=C1)NS(=O)(=O)C1=CC=C(C=C1)C